BrC=1C=CCN(C1NCC1=CC=C(C=C1)C(F)(F)F)C 5-Bromo-N-methyl-6-[[4-(trifluoromethyl)phenyl]methylamino]pyridine